[1-[4-[[(3R)-1-acetylpyrrolidin-3-yl]amino]-5-oxido-6,7-dihydro-thieno[3,2-d]pyrimidin-5-ium-2-yl]azetidin-3-yl] tetrahydropyran-4-carboxylate O1CCC(CC1)C(=O)OC1CN(C1)C=1N=C(C2=C(N1)CC[S+]2[O-])N[C@H]2CN(CC2)C(C)=O